I.CN(CCC)CCCCCCCCCCCCCCCCCCCCCC N-methyl-N-propyl-behenylamine hydroiodide